N[SiH2]N di-aminosilane